C(#N)CN1CC2(C1)CC(C2)NC(=O)N2[C@@H](CN(C[C@@H]2C)C2=NC=C(C=N2)C(F)(F)F)C (2R,6S)-N-[2-(cyanomethyl)-2-azaspiro[3.3]heptan-6-yl]-2,6-dimethyl-4-[5-(trifluoromethyl)pyrimidin-2-yl]piperazine-1-carboxamide